(5-chloro-2-morpholino-pyrimidin-4-yl)methanol ClC=1C(=NC(=NC1)N1CCOCC1)CO